FC=1C=C2C(=NC(=NC2=C(C1)F)OCC1(CC1)CN1C[C@@H](CC1)F)N1C[C@@]2(CC[C@H](C1)N2C(=O)OC(C)(C)C)C tert-butyl (1S,5R)-3-(6,8-difluoro-2-((1-(((R)-3-fluoropyrrolidin-1-yl)methyl)cyclopropyl)methoxy)quinazolin-4-yl)-1-methyl-3,8-diazabicyclo[3.2.1]octane-8-carboxylate